C(#N)C1(CCC(CC1)=NS(=O)C(C)(C)C)C(F)(F)F N-(4-cyano-4-(trifluoromethyl)cyclohexylidene)-2-methylpropane-2-sulfinamide